tert-Butyl 3,3-bis(hydroxymethyl)-2-methylpiperidine-1-carboxylate OCC1(C(N(CCC1)C(=O)OC(C)(C)C)C)CO